C(=C)C=1O[C@@H]([C@]([C@@](C1)(O)OCC1=CC=CC=C1)(O)OCC1=CC=CC=C1)C(O)OCC1=CC=CC=C1 1-vinyl-3,4,6-tribenzyloxy-D-glucal